C(C=C)(=O)NC(CS(=O)(=O)O)(C)C 2-acrylamido-2-methyl-propanesulphonic acid